NC1=NC=C(C=N1)C=1CCN(CC1)C(=O)OC(C)(C)C tert-butyl 4-(2-aminopyrimidin-5-yl)-3,6-dihydro-2H-pyridine-1-carboxylate